Cl.N[C@H]1C[C@@H](CCC1)O (1R,3R)-3-aminocyclohexan-1-ol hydrochloride